N1=C(OC2=NC=CC=C21)N2CC(CC2)[C@H](CC#N)N2N=CC(=C2)C=2C1=C(N=CN2)NC=C1 (S)-3-(1-[1,3]oxazolo[5,4-b]pyridin-2-ylpyrrolidin-3-yl)-3-[4-(7H-pyrrolo[2,3-d]pyrimidin-4-yl)-1H-pyrazol-1-yl]propionitrile